C(C1=CC=CC=C1)N1CCC(CC1)CN1N=CC=C(C1=O)N1CC2=CC=CC=C2CC1 2-((1-Benzylpiperidin-4-yl)methyl)-4-(3,4-dihydroisoquinolin-2(1H)-yl)pyridazin-3(2H)-one